ethyl 3-[1-(4-hydroxybutyl)-4-methyl-1H-benzotriazol-5-yl]-3-{3-[(6-hydroxy-1-methyl-2,2-dioxo-1,4-dihydro-2λ6,1,3-benzothiadiazin-3(2H)-yl)methyl]-4-methylphenyl}propanoate OCCCCN1N=NC2=C1C=CC(=C2C)C(CC(=O)OCC)C2=CC(=C(C=C2)C)CN2S(N(C1=C(C2)C=C(C=C1)O)C)(=O)=O